(S)-6-(4-(1-((2-ethyl-1-oxo-2,3-dihydro-1H-pyrrolo[3,4-c]pyridin-4-yl)amino)ethyl)-2,5-difluorophenyl)-4-(2-fluoropropan-2-yl)nicotinonitrile C(C)N1CC=2C(=NC=CC2C1=O)N[C@@H](C)C1=CC(=C(C=C1F)C1=NC=C(C#N)C(=C1)C(C)(C)F)F